N,N-dimethyl-2-(6-methylpyrido[4,3-b]carbazol-9-yl)oxy-ethanamine CN(CCOC1=CC=2C=3C=C4C(=CC3N(C2C=C1)C)C=CN=C4)C